1-Bromo-4-(2,2,2-trifluoro-1-methoxyethyl)benzene BrC1=CC=C(C=C1)C(C(F)(F)F)OC